C[Si](CCOCN1C=C(C=2C1=NC=CC2)C(=O)OC)(C)C Methyl 1-((2-(trimethylsilyl)ethoxy)methyl)-1H-pyrrolo[2,3-b]pyridine-3-carboxylate